C(C)(=O)[O-].C(C)(=O)[O-].[Pd+2].C(CC)P(C12CC3CC(CC(C1)C3)C2)C23CC1CC(CC(C2)C1)C3 n-propyldi-1-adamantylphosphine palladium diacetate